(Z)-2-cyano-N-(4-(3-fluorophenyl)-5-(methylsulfonyl)pyrimidin-2-yl)-3-hydroxy-3-(5-methylisoxazol-4-yl)acryl-amide C(#N)/C(/C(=O)NC1=NC=C(C(=N1)C1=CC(=CC=C1)F)S(=O)(=O)C)=C(\C=1C=NOC1C)/O